FC(C=1C2=CN(N=C2C(=C(C1)C1=CC=C(C=C1)CN(C)C1CCC(CC1)O)C)C(C(=O)OCC)C1=C2N(C=N1)C[C@@H](C2)F)F ethyl 2-[4-(difluoromethyl)-6-[4-[[(4-hydroxycyclohexyl)-methyl-amino]methyl]phenyl]-7-methyl-indazol-2-yl]-2-[(6R)-6-fluoro-6,7-dihydro-5H-pyrrolo[1,2-c]imidazol-1-yl]acetate